2-bromo-5-iodophenylmethyl ether BrC1=C(C=C(C=C1)I)COCC1=C(C=CC(=C1)I)Br